C1(CC1)NC1=NC=CC(=N1)C=1OC=CC1 N-cyclopropyl-4-(furan-2-yl)pyrimidin-2-amine